BrC=1C=C2CCC(CC2=CC1)NC(OCC1=CC=CC=C1)=O Benzyl (6-bromo-1,2,3,4-tetrahydronaphthalen-2-yl)carbamate